3,5-bis(diethylaminobenzylidene)-N-methyl-4-piperidone C(C)N(CC)C(C1=CC=CC=C1)=C1CN(CC(C1=O)=C(C1=CC=CC=C1)N(CC)CC)C